Tri(trimethylsiloxy)silane C[Si](O[SiH](O[Si](C)(C)C)O[Si](C)(C)C)(C)C